1,2-di(heptadecanoyl)-sn-glycerol C(CCCCCCCCCCCCCCCC)(=O)OC[C@@H](OC(CCCCCCCCCCCCCCCC)=O)CO